C1(CC1)C1=CSC2=C1N=CN=C2N(C)/N=C/C=2C=CC1=C(COB1O)C2 7-Cyclopropyl-N-[(E)-(1-Hydroxy-3H-2,1-benzoxaborol-5-yl)methylenamino]-N-methyl-thieno[3,2-d]pyrimidin-4-amin